N(=C=O)C1CCC(CC1)N(C1=CC=CC=C1)C1CCC(CC1)N=C=O bis(p-isocyanatocyclohexyl)-N-phenylamine